3-[4-[(1R,5S)-3,8-Diazabicyclo[3.2.1]octan-3-yl]-3-methyl-2-oxo-benzimidazol-1-yl]piperidine-2,6-dione [C@H]12CN(C[C@H](CC1)N2)C2=CC=CC=1N(C(N(C12)C)=O)C1C(NC(CC1)=O)=O